C1(=CC=CC2=CC=CC=C12)S(=O)(=O)[C@]12C(OC[C@@H]2C1)=O (1R,5S)-1-(naphthalen-1-ylsulfonyl)-3-oxabicyclo[3.1.0]hexan-2-one